N1C(NCC1)=CC(=O)C1=CC=CC=C1 2-imidazolidinylideneacetophenone